(Aminoethyl)1-N-Boc-piperidine NCCC1N(CCCC1)C(=O)OC(C)(C)C